C(C1=CC=CC=C1)N(C(C=C)=O)CC(C)C N-benzyl-N-isobutyl-acrylamide